2-bromo-3,4,5,6-tetrafluorobenzene-1-sulfonyl chloride BrC1=C(C(=C(C(=C1F)F)F)F)S(=O)(=O)Cl